Glycidylmethyl ether C(C1CO1)OC